butyl difluorophosphate P(=O)(OCCCC)(F)F